Cl.Cl.NCCCCN(C1=C2CN(C(C2=CC=C1)=O)C1C(NC(CC1)=O)=O)C1CCC(CC1)CN 3-(4-((4-Aminobutyl)-((1S,4S)-4-(aminomethyl)cyclohexyl)amino)-1-oxoisoindolin-2-yl)piperidine-2,6-dione dihydrochloride